N[C@@H](C(=O)N)CCCCNC(=O)NCC(CO)(CO)COCC(CO)CO (R)-2-amino-6-(3-(3-hydroxy-2-((3-hydroxy-2-(hydroxymethyl)propoxy)methyl)-2-(hydroxymethyl)propyl)ureido)hexanamide